ClC1=NC(=NC=C1C)NC1=C(C(=CC=C1)S(=O)(=O)C)F 4-chloro-N-(2-fluoro-3-(methylsulfonyl)phenyl)-5-methylpyrimidin-2-amine